methyl 3-(2-(((2-bromopyridin-4-yl)amino)methyl)-6-cyclopropylimidazo[1,2-a]pyridin-8-yl)propanoate BrC1=NC=CC(=C1)NCC=1N=C2N(C=C(C=C2CCC(=O)OC)C2CC2)C1